11,11,12,12-tetramethyl-2,5,10-trioxa-11-silatridecane C[Si](OCCCCOCCOC)(C(C)(C)C)C